(S or R)-3-(6-chloro-2-(3-(dimethylamino)azetidin-1-yl)-8-fluoro-7-(3-hydroxynaphthalen-1-yl)quinazolin-4-yl)azetidine-3-carboxamide ClC=1C=C2C(=NC(=NC2=C(C1C1=CC(=CC2=CC=CC=C12)O)F)N1CC(C1)N(C)C)C1(CNC1)C(=O)N